(6-bromopyridin-3-yl)methanol BrC1=CC=C(C=N1)CO